C1N(CC12CNC2)CC2=CC=C1C(=NN(C1=C2)C)N2C(NC(CC2)=O)=O 1-{6-[(2,6-diazaspiro[3.3]heptan-2-yl)methyl]-1-Methyl-1H-indazol-3-yl}-1,3-diazinan-2,4-dione